O1C(=CC=C1)C1=NC=NC(=C1C#N)NCC1(CCCC1)C1=CC=CC=C1 4-(2-furyl)-6-[(1-phenylcyclopentyl)methylamino]pyrimidine-5-carbonitrile